{[1-(4-Chloro-phenylsulfanyl)-4-hydroxy-isoquinoline-3-carbonyl]-amino}-acetic acid ClC1=CC=C(C=C1)SC1=NC(=C(C2=CC=CC=C12)O)C(=O)NCC(=O)O